ClC=1C(=C2CC(CC2=CC1)NC=1C=CC(=NC1)C(C(F)(F)F)N1C(C2(CC1)CCN(CC2)CCOC)=O)F 2-(1-(5-((5-Chloro-4-fluoro-2,3-dihydro-1H-inden-2-yl)amino)pyridin-2-yl)-2,2,2-trifluoroethyl)-8-(2-methoxyethyl)-2,8-diazaspiro[4.5]decan-1-one